(S)-1'-(5-((2-amino-3-chloropyridin-4-yl)thio)imidazo[1,5-a]pyrazin-8-yl)-1,8-dihydro-3H,6H-spiro[furo[3,4-d]pyrrolo[1,2-b]pyrazole-7,4'-piperidin]-8-amine (trifluoroacetate) FC(C(=O)O)(F)F.NC1=NC=CC(=C1Cl)SC1=CN=C(C=2N1C=NC2)N2CCC1(CC2)[C@@H](C=2N(N=C3C2COC3)C1)N